(S)-N-((1r,3S)-3-(3,3-difluoropyrrolidin-1-yl)-2,2,4,4-tetramethylcyclobutyl)-4-(5-(5-fluoro-2-methoxypyridin-4-yl)-1H-pyrazole-3-carbonyl)-4-azaspiro[2.5]octane-7-carboxamide FC1(CN(CC1)C1C(C(C1(C)C)NC(=O)[C@H]1CCN(C2(CC2)C1)C(=O)C1=NNC(=C1)C1=CC(=NC=C1F)OC)(C)C)F